(R)-1-(2-((3R,4R)-3-amino-4-fluoropiperidin-1-yl)-1H-benzo[d]imidazol-1-yl)-2,3-dihydro-1H-indene-5-carbonitrile hydrochloride Cl.N[C@@H]1CN(CC[C@H]1F)C1=NC2=C(N1[C@@H]1CCC3=CC(=CC=C13)C#N)C=CC=C2